ClC=1C2=C(N=CN1)N(C=C2)[C@@H]2C[C@@H]([C@@H]1[C@H]2OC(O1)(C)C)CN1CC(C1)COC(NCCC1=CC=CC=C1)=O ((1-(((3aR,4R,6R,6aS)-6-(4-chloro-7H-pyrrolo[2,3-d]pyrimidin-7-yl)-2,2-dimethyltetrahydro-4H-cyclopenta[d][1,3]dioxol-4-yl)methyl)azetidin-3-yl)methyl)(phenethyl)carbamate